1,3,4,5-tetrafluorobenzene FC1=CC(=C(C(=C1)F)F)F